1-isopropyl-4-[4-(4,4,5,5-tetramethyl-1,3,2-dioxaborolan-2-yl)phenyl]piperazine C(C)(C)N1CCN(CC1)C1=CC=C(C=C1)B1OC(C(O1)(C)C)(C)C